C(C1=CC=CC=C1)N1CC2=CN(C=3N=CC=CC3C2=CC1)CC1=C(C=CC=C1)OC 3-Benzyl-6-(2-methoxybenzyl)-2,3,4,6-tetrahydropyrido[3,4-c][1,8]naphthyridine